ClC=1C=CC(=C(C1)CC(=O)NC1=CCN(C=C1)CC=1C=NC=CC1)O 4-[[2-(5-Chloro-2-hydroxyphenyl)acetyl]amino]-N-(3-pyridylmethyl)pyridin